(Z)-2-((1H-Pyrrolo[2,3-b]pyridine-3-carbonyl)imino)-3-phenyl-1,3-thiazinane N1C=C(C=2C1=NC=CC2)C(=O)\N=C\2/SCCCN2C2=CC=CC=C2